COC(=O)C1=CC2=C(OC(CN2C2COCC2)C)C=C1[N+](=O)[O-] 2-methyl-7-nitro-4-(tetrahydrofuran-3-yl)-3,4-dihydro-2H-benzo[b][1,4]Oxazine-6-carboxylic acid methyl ester